OC1=C(C=C(C=C1C(C)(C)C)OCCCOC(C(=C)C)=O)N1N=C2C(=N1)C=CC(=C2)Cl 2-{2'-Hydroxy-3'-tert-butyl-5-[3-methacryloyloxypropoxy]phenyl}-5-chloro-2H-benzotriazole